CN1N=C(C(=C1)C=1C=C(C(=NC1)C=1N=C2N(C=CC(=N2)C=2CC(NC(C2)(C)C)(C)C)C1)O)C 5-(1,3-dimethyl-1H-pyrazol-4-yl)-2-(7-(2,2,6,6-tetramethyl-1,2,3,6-tetrahydropyridin-4-yl)imidazo[1,2-a]pyrimidin-2-yl)pyridin-3-ol